CCC1=CC=C(C=C1)C(=O)O 4-ethyl benzoate